C(C1=CC=CC=C1)N1B(N(C2=C3C1=CC=CC3=CC=C2)P(C2=CC=CC=C2)C2=CC=CC=C2)C=2C(=C3CC(CC3=C(C2CCCP(=O)(C2=CC=CC=C2)C2=CC=CC=C2)C)(C(=O)OC)C(=O)OC)C (S)-dimethyl 5-(1-benzyl-3-(diphenylphosphaneyl)-1H-naphtho[1,8-de][1,3,2]diazaborinin-2(3H)-yl)-6-(3-(diphenylphosphoryl)propyl)-4,7-dimethyl-1,3-dihydro-2H-indene-2,2-dicarboxylate